FC=1C=C(N2N=C(N=CC21)N[C@H]2[C@@H](COCC2)O)C(C)(CC(F)(F)F)C (3S,4R)-4-((5-fluoro-7-(4,4,4-trifluoro-2-methylbutan-2-yl)pyrrolo[2,1-f][1,2,4]triazin-2-yl)amino)tetrahydro-2H-pyran-3-ol